2-(difluoromethyl)-3,4,5,6-tetrafluoro-N-(3-fluoro-4-methoxyphenyl)benzenesulfonamide FC(C1=C(C(=C(C(=C1F)F)F)F)S(=O)(=O)NC1=CC(=C(C=C1)OC)F)F